(2-((1R,4R)-2,5-diazabicyclo[2.2.1]hept-2-yl)-3-cyanophenyl)-2-(2-fluoro-6-methoxyphenyl)pyrimidine-4-carboxamide [C@H]12N(C[C@H](NC1)C2)C2=C(C=CC=C2C#N)C=2C(=NC(=NC2)C2=C(C=CC=C2OC)F)C(=O)N